(3S,5R)-2-[(2S)-4-methyl-2-[(2S)-N-methyl-2-(2,2,2-trifluoroacetamido)propanamido]pentanoyl]-6-oxo-9-phenyl-2,7,8-triazaspiro[4.5]dec-8-ene-3-carboxamide CC(C[C@@H](C(=O)N1C[C@]2(C[C@H]1C(=O)N)C(NN=C(C2)C2=CC=CC=C2)=O)N(C([C@H](C)NC(C(F)(F)F)=O)=O)C)C